FC(C=1C=C(C=C(C1)C(F)(F)F)NC=1N(C2=NC(=NC=C2N1)NC1CC1)C1CCNCC1)(F)F N8-(3,5-bis(trifluoromethyl)phenyl)-N2-cyclopropyl-9-(piperidin-4-yl)-9H-purine-2,8-diamine